[Si](C1=CC=CC=C1)(C1=CC=CC=C1)(C(C)(C)C)OCCCCCCCCCCCCO 12-((tert-butyldiphenylsilyl)oxy)dodecan-1-ol